(S)-6-methoxy-6'-(4-(methoxycarbonyl)phenyl)-3',6'-dihydro-[2,4'-bipyridyl] COC1=CC=CC(=N1)C=1CC=N[C@@H](C1)C1=CC=C(C=C1)C(=O)OC